COC=1C=C(C=CC1OC)NC=1SC=C(N1)C(=O)NC1=CC(=CC=C1)NS(=O)(=O)C 2-((3,4-dimethoxyphenyl)amino)-N-(3-(methylsulfonamido)phenyl)thiazole-4-carboxamide